disodium trisilicate [Si]([O-])([O-])(O)O.[Si](O)(O)(O)O.[Si](O)(O)(O)O.[Na+].[Na+]